3-(butoxycarbamoyl)-2-chloro-1-methylpyridin-1-ium triflate [O-]S(=O)(=O)C(F)(F)F.C(CCC)ONC(=O)C=1C(=[N+](C=CC1)C)Cl